tert-butyl 3,4-dichloro-7-oxo-l-1-(1-(tetrahydro-2H-pyran-2-yl)-1H-pyrazol-4-yl)-7,8,9,10-tetrahydro-6H-azepino[1,2-a]indole-6-carboxylate ClC1=CC(=C2C=C3N(C2=C1Cl)C(C(CCC3)=O)C(=O)OC(C)(C)C)C=3C=NN(C3)C3OCCCC3